2-fluoro-5-formyl-benzoic acid FC1=C(C(=O)O)C=C(C=C1)C=O